(1S,2S)-2-methoxy-N-((5-(trifluoromethyl)pyridin-2-yl)methyl)-2,3-dihydro-1H-inden-1-amine CO[C@@H]1[C@H](C2=CC=CC=C2C1)NCC1=NC=C(C=C1)C(F)(F)F